[C@H]12CN(C[C@H](CC1)N2)C=2C1=C(N=C(N2)OCC23CCCN3CC(C2)F)C(=C(N=C1)C1=C(C(=CC=C1)Cl)C1CC1)F 4-((1R,5S)-3,8-diazabicyclo[3.2.1]octan-3-yl)-7-(3-chloro-2-cyclopropylphenyl)-8-fluoro-2-((2-fluorotetrahydro-1H-pyrrolizin-7a(5H)-yl)methoxy)pyrido[4,3-d]pyrimidine